2-(isopropylsulfonyl)-3-nitropyridine C(C)(C)S(=O)(=O)C1=NC=CC=C1[N+](=O)[O-]